2-(2-(Diallylamino)ethyl)benzaldehyde C(C=C)N(CCC1=C(C=O)C=CC=C1)CC=C